C1(=C(C=CC=C1)N1C=2C=C(C=CC2B2C3=C1C=C(C=C3N(C=3C=C(C=CC23)N2C3=C(C(=C(C(=C3C=3C(=C(C(=C(C23)[2H])[2H])[2H])[2H])[2H])[2H])[2H])[2H])C2=C(C=CC=C2)C2=C(C(=C(C(=C2[2H])[2H])[2H])[2H])[2H])C(C)(C)C)N2C3=C(C(=C(C(=C3C=3C(=C(C(=C(C23)[2H])[2H])[2H])[2H])[2H])[2H])[2H])[2H])C2=C(C(=C(C(=C2[2H])[2H])[2H])[2H])[2H] 5,9-bis([1,1'-biphenyl]-2-yl-2',3',4',5',6'-d5)-7-(tert-butyl)-3,11-bis(9H-carbazol-9-yl-d8)-5,9-dihydro-5,9-diaza-13b-boranaphtho[3,2,1-de]anthracene